C12CNCC(CC1)N2C=2SC=1CN(C(CC1N2)(C)C)C(CC2CCCC2)=O 1-(2-(3,8-diazabicyclo[3.2.1]octan-8-yl)-6,6-dimethyl-6,7-dihydrothiazolo[5,4-c]pyridin-5(4H)-yl)-2-cyclopentylethan-1-one